1-cyclopropyl-6-fluoro-7-(3-methyl-4-acetylpiperazin-1-yl)-3-(4-methoxycinnamoyl)-8-methoxy-quinolin-4(1H)-one C1(CC1)N1C=C(C(C2=CC(=C(C(=C12)OC)N1CC(N(CC1)C(C)=O)C)F)=O)C(C=CC1=CC=C(C=C1)OC)=O